ClC1=C(C=CC(=C1)Cl)[C@@H](C)NC=1C=2C(N=C(N1)N1CC(C1)[C@H]1CN(CCO1)CCO)=CN(N2)C 2-[(2S)-2-[1-(7-{[(1R)-1-(2,4-dichlorophenyl)ethyl]amino}-2-methylpyrazolo[4,3-d]pyrimidin-5-yl)azetidin-3-yl]morpholin-4-yl]ethanol